[NH4+].N1C=CC=C1 pyrrole ammonium salt